[W](Cl)(Cl)(Cl)(Cl)(Cl)Cl tungsten (vi) chloride